5-((6-(5-(((4-(difluoromethyl)pyrimidin-2-yl)oxy)methyl)-1-methyl-1H-1,2,3-triazole-4-yl)-2-methylpyridin-3-yl)oxy)octahydropentalene-1-carboxylic acid FC(C1=NC(=NC=C1)OCC1=C(N=NN1C)C1=CC=C(C(=N1)C)OC1CC2CCC(C2C1)C(=O)O)F